(3R)-3-{[2-(5-methyl-1,3,4-oxadiazol-2-yl)[1,2,4]triazolo[1,5-c]quinazolin-5-yl]amino}azepan-2-one CC1=NN=C(O1)C1=NN2C(=NC=3C=CC=CC3C2=N1)N[C@H]1C(NCCCC1)=O